2,3,4-Trimethyltricyclo[5.2.1.01,5]decan-4-carbaldehyd CC1C23C(C(C1C)(C=O)C)CC(CC2)C3